(S)-1,3-dimethyl-piperazine CN1C[C@@H](NCC1)C